P(OC1=C(C=CC=C1C)C)(OC1=C(C=CC=C1C)C)=O bis(2,6-dimethylphenyl) phosphonate